C(CCCCCCCCCCCCCCCCC)(=O)OCCC(C)C Isopentyl stearate